C(CCCCCCCCCCCCC)(=O)N(CCOP(=O)(O)O)C(CCCCCCCCCCCCC)=O Dimyristoyl-phosphoethanolamine